F[C@H]1N(CCC2(C1)C1=C(N=CO2)C=CC=C1)CCC1=CC=C(C=C1)C(F)(F)F fluoro-r-(4-(trifluoromethyl)phenethyl)spiro[benzo[d][1,3]oxazine-4,4'-piperidin]